(5-iodo-2-pyridinyl)-N,N-dimethyl-methylamine IC=1C=CC(=NC1)CN(C)C